ClC1=C(C(=O)NC(C(=O)O)CC2=CC=C(C=C2)C(C)OCCC2=NC=3NCCCC3C=C2)C(=CC=C1)Cl 2-(2,6-dichlorobenzamido)-3-(4-(1-(2-(5,6,7,8-tetrahydro-1,8-naphthyridin-2-yl)ethoxy)ethyl)phenyl)propanoic acid